2,4-dimethyl-5-[6-(trifluoromethylthio) hexyloxy]phenyl-2,2,2-trifluoroethyl sulfoxide CC1=C(C=C(C(=C1)C)OCCCCCCSC(F)(F)F)C(C(F)(F)F)S(=O)C(C(F)(F)F)C1=C(C=C(C(=C1)OCCCCCCSC(F)(F)F)C)C